COC=1C=C2C(CNC2=CC1)C([2H])([2H])[C@H]1N(CCC1)C([2H])([2H])[2H] 5-methoxy-3-(((S)-1-(methyl-d3)pyrrolidin-2-yl)methyl-d2)indoline